pyrrolidine triflate OS(=O)(=O)C(F)(F)F.N1CCCC1